2-bromo-2',4'-dihydroxyacetophenone BrCC(=O)C1=C(C=C(C=C1)O)O